1,1,6,6-hexanetetracarbonitrile C(CCCCC(C#N)C#N)(C#N)C#N